diisooctyl azelate (di-i-nonyl azelate) C(CCCCCC(C)C)C(CCCC(=O)O)(CCCC(=O)O)CCCCCCC(C)C.C(CCCCCCCC(=O)OCCCCCC(C)C)(=O)OCCCCCC(C)C